5-bromo-1-(3-fluoro-4-methylbenzyl)-4-(5-methyloxazol-2-yl)-1,3-dihydro-2H-benzo[b]azepin-2-one BrC=1C2=C(N(C(CC1C=1OC(=CN1)C)=O)CC1=CC(=C(C=C1)C)F)C=CC=C2